N-(9,12-octadecadienoyl)-glutamine C(CCCCCCCC=CCC=CCCCCC)(=O)N[C@@H](CCC(N)=O)C(=O)O